5-bromo-2-methyl-N-(3,3,3-trifluoropropyl)-1,2,4-triazole-3-amine BrC=1N=C(N(N1)C)NCCC(F)(F)F